1-(2-(2-((tert-butyldimethylsilyl)oxy)ethoxy)-4-(1-isopropyl-4-(trifluoromethyl)-1H-imidazol-2-yl)benzyl)-6-chloro-1H-pyrazolo[3,4-d]pyrimidine [Si](C)(C)(C(C)(C)C)OCCOC1=C(CN2N=CC=3C2=NC(=NC3)Cl)C=CC(=C1)C=1N(C=C(N1)C(F)(F)F)C(C)C